4,5-Dihydro-N-nitro-1-(2-oxiranylmethyl)-1H-imidazol-2-amine [N+](=O)([O-])NC=1N(CCN1)CC1OC1